[2-(tert-Butoxycarbonyl)-7-{[(3S)-3-(methoxymethyl)-3,4-dihydro-1H-isoquinolin-2-yl]carbonyl}-3,4-dihydro-1H-isoquinolin-6-yl]-1,2-dimethylpyrrole-3-carboxylic acid C(C)(C)(C)OC(=O)N1CC2=CC(=C(C=C2CC1)C=1C(=C(N(C1)C)C)C(=O)O)C(=O)N1CC2=CC=CC=C2C[C@H]1COC